ClC1=C(C=CC=C1Cl)C1=NNC2=NC(=NC(=C21)C#N)N2CCC(CC2)(CS(=O)(=O)C)NS(=O)C(C)(C)C N-(1-(3-(2,3-dichlorophenyl)-4-cyano-1H-pyrazolo[3,4-d]pyrimidin-6-yl)-4-((methylsulfonyl)methyl)piperidin-4-yl)-2-methylpropan-2-sulfinamide